N-(bromoacetyl)-L-isoleucyl-L-cysteinyl-L-seryl-L-arginyl-L-seryl-4-methyl-L-leucyl-L-prolyl-L-prolyl-L-isoleucyl-3-sulfanyl-L-valyl-L-isoleucyl-L-prolyl-L-alpha-asparagine BrCC(=O)N[C@@H]([C@@H](C)CC)C(=O)N[C@@H](CS)C(=O)N[C@@H](CO)C(=O)N[C@@H](CCCNC(N)=N)C(=O)N[C@@H](CO)C(=O)N[C@@H](CC(C)(C)C)C(=O)N1[C@@H](CCC1)C(=O)N1[C@@H](CCC1)C(=O)N[C@@H]([C@@H](C)CC)C(=O)N[C@@H](C(C)(C)S)C(=O)N[C@@H]([C@@H](C)CC)C(=O)N1[C@@H](CCC1)C(=O)N[C@@H](CC(=O)O)C(N)=O